Methyl 4-(((1R,2R)-2-((Benzoyloxy)methyl)cyclopropyl)buta-1,3-diynyl)benzoate C(C1=CC=CC=C1)(=O)OC[C@H]1[C@@H](C1)C#CC#CC1=CC=C(C(=O)OC)C=C1